6-(cyclobutylamino)-N-(2-hydroxy-3-{1H,2H,3H,4H,5H-pyrido[4,3-b]indol-2-yl}propyl)-2-(4-methylpiperazin-1-yl)pyrimidine-4-carboxamide C1(CCC1)NC1=CC(=NC(=N1)N1CCN(CC1)C)C(=O)NCC(CN1CC2=C(NC=3C=CC=CC23)CC1)O